ClC1=C(C(=O)N[C@H](C(=O)O)CNC(=O)N[C@@H]2CCC3=CC=CC=C23)C(=CC=C1NC1=CC(=CC=C1)C(C)C)Cl (S)-2-(2,6-dichloro-3-(3-isopropylphenylamino)benzamido)-3-(3-((R)-2,3-dihydro-1H-inden-1-yl)ureido)propanoic acid